[Se].C=CCCCCCCCCCCCCCCCC 1-octadecene selenium